1-((trimethylsilyl)ethynyl)-1λ3-benzo[d][1,2]iodaoxol-3(1H)-one C[Si](C)(C)C#CI1OC(C2=C1C=CC=C2)=O